C(CC1=CC=CC=C1)C(C(=O)OCCP(=O)=C(O)C[N+](C)(C)C)=C 2-phenethyl-acryloyloxyethyl-phosphorylcholine